Sodium (2S,5R)-7-oxo-2-(N-(6-(trifluoromethyl) nicotinoyl) carbamimidoyl)-1,6-diazabicyclo[3.2.1]octan-6-yl sulfate S(=O)(=O)(ON1[C@@H]2CC[C@H](N(C1=O)C2)C(NC(C2=CN=C(C=C2)C(F)(F)F)=O)=N)[O-].[Na+]